AZA-BENZOFURANE O1N=CC2=C1C=CC=C2